C(C)(C)(C)OC(=O)N1CC(C=CC1)NC(=O)OCC1=CC=CC=C1 3-(benzyloxycarbonylamino)-3,6-dihydro-2H-pyridine-1-carboxylic acid tert-butyl ester